N1(CCOCC1)C1=NC2=C(N=CC=C2C(=C1)C=1C(=NN(C1C)C)C)C1=CC=NN1 2-(morpholin-4-yl)-8-(1H-pyrazol-5-yl)-4-(1,3,5-trimethyl-1H-pyrazol-4-yl)-1,7-naphthyridine